C(#N)C1=CC=C(C=C1)C1C2=C(N(C(N1)=O)C1=CC(=CC=C1)C(F)(F)F)CCN(C2=O)C(=O)NCCO 4-(4-Cyanophenyl)-N-(2-hydroxyethyl)-2,5-dioxo-1-[3-(trifluoromethyl)phenyl]-1H,2H,3H,4H,5H,6H,7H,8H-pyrido[4,3-d]pyrimidine-6-carboxamide